2-(adamantan-1-yl)-5-methyl-1,3-dioxane-5-carbaldehyde C12(CC3CC(CC(C1)C3)C2)C2OCC(CO2)(C=O)C